C(C)OC1=C(N=C(O1)CCC1=CC=C(C=C1)OC)CC(C)C 5-ethoxy-4-isobutyl-2-(4-methoxyphenylethyl)oxazole